[2-[(E)-3-(4-Hydroxyphenyl)prop-2-enoyl]phenyl] N,N-dimethylcarbamate CN(C(OC1=C(C=CC=C1)C(\C=C\C1=CC=C(C=C1)O)=O)=O)C